19-oxoandrostane-4-ene-3,17-dione O=C[C@]12CCC(C=C1CC[C@H]1[C@@H]3CCC([C@@]3(C)CC[C@H]21)=O)=O